C(C)(C)(C)N(C(O)=O)CCC(=O)N1CCC(CC1)C1=NNC(=C1C(C)C)C=1C=C(C=2N(C1)N=CN2)C.C(#C)C=2[C-](C=CC2)NC2=CC=CC=C2.[CH-]2C=CC=C2.[Fe+2] (ethynyl-ferrocenyl)aniline tert-butyl-(3-(4-(4-isopropyl-5-(8-methyl-[1,2,4]triazolo[1,5-a]pyridin-6-yl)-1H-pyrazol-3-yl)piperidin-1-yl)-3-oxopropyl)carbamate